N-(4-(3-amino-7-(1',2',3',6'-tetrahydro-[3,4'-bipyridyl]-6-yl)-1H-pyrazolo[4,3-c]pyridin-4-yl)benzyl)-5-fluoro-2-methoxybenzamide NC1=NNC2=C1C(=NC=C2C2=CC=C(C=N2)C=2CCNCC2)C2=CC=C(CNC(C1=C(C=CC(=C1)F)OC)=O)C=C2